CC1=C2CCC3(C2=C(C=C1)O)CCC1=C(C=CC(=C13)O)C (S)-4,4'-dimethyl-7,7'-dihydroxy-1,1'-spirobiindane